7-bromo-5-fluoro-1-oxa-1,2,4-benzotriazin-1-ium-3-amine BrC1=CC2=C(N=C(N=[O+]2)N)C(=C1)F